(R or S)-2-(2-fluoro-3-(2-(((S)-phenyl((R)-1,2,3,4-tetrahydro-1,5-naphthyridin-3-yl)methyl)amino)ethyl)phenyl)propanoic acid FC1=C(C=CC=C1CCN[C@@H]([C@H]1CNC2=CC=CN=C2C1)C1=CC=CC=C1)[C@H](C(=O)O)C |o1:27|